1-(4-(6-chloro-7-(5-methyl-1H-indazol-4-yl)cinnolin-4-yl)piperazin-1-yl)prop-2-en-1-one ClC=1C=C2C(=CN=NC2=CC1C1=C2C=NNC2=CC=C1C)N1CCN(CC1)C(C=C)=O